Cl.COCCNC(=O)C1=NC=CC=C1 N-(2-methoxyethyl)pyridine-2-carboxamide hydrochloride